[Br-].CCOCCOCCNC(=N)N [2-(2-ethoxy)-ethoxyethyl]guanidine bromide